CC1=C(C(=C(C(=C1CC1=CC(=C(C(=C1)C(C)(C)C)O)C(C)(C)C)C)CC1=CC(=C(C(=C1)C(C)(C)C)O)C(C)(C)C)C)CC1=CC(=C(C(=C1)C(C)(C)C)O)C(C)(C)C 1,3,5-trimethyl-2,4,6-tris(3,5-di-t-butyl-4-hydroxybenzyl)benzen